OC[C@H](C[C@H]1C(NCC1)=O)NC([C@H](CCCC)NC(O[C@@H](C(F)(F)C1=CC(=CC=C1)Cl)C=1C=NC=CC1)=O)=O (R)-2-(3-chlorophenyl)-2,2-difluoro-1-(pyridin-3-yl)ethyl ((S)-1-(((S)-1-hydroxy-3-((S)-2-oxopyrrolidin-3-yl)propan-2-yl)amino)-1-oxohexan-2-yl)carbamate